ClC1=C2N=C(C(N(C2=CC=C1)C1=CC=C(C=C1)OC)=O)C(=O)O 5-chloro-1-(4-methoxyphenyl)-2-oxo-1,2-dihydroquinoxaline-3-carboxylic acid